BrC=1C=C(C=CC1)[N+]([O-])=NC1=CC(=CC=C1)Br 3,3'-dibromoazoxybenzene